CC1=NC=CC(=C1)CN[C@@H]1CN(CCC1)C=1C=NC=CC1CO {3-[(3S)-3-{[(2-methylpyridin-4-yl)methyl]amino}piperidin-1-yl]pyridin-4-yl}methanol